4-amino-2-fluoro-5-(2-fluoropyridin-4-yl)benzoic acid methyl ester COC(C1=C(C=C(C(=C1)C1=CC(=NC=C1)F)N)F)=O